1-(((diphenylmethylene)amino)-8-methyl-3-(3-methyl-1,2,4-thiadiazole-5-yl)-5,6-dihydroimidazo[1,5-a]pyrazine-7(8H)-yl)(4-fluorobenzofuran-7-yl)methanone C1(=CC=CC=C1)C(C1=CC=CC=C1)=NC=1N=C(N2C1C(N(CC2)C(=O)C2=CC=C(C=1C=COC12)F)C)C1=NC(=NS1)C